1-(3-(3-methoxyphenyl)isoxazol-5-yl)ethan-1-ol COC=1C=C(C=CC1)C1=NOC(=C1)C(C)O